N[C@@H]1C2=CC=CC=C2CC12CCN(CC2)C=2C(=NC(=CN2)SC2=C(C(=NC=C2)N(C)C)F)CO (S)-(3-(1-amino-1,3-dihydrospiro[inden-2,4'-piperidin]-1'-yl)-6-((2-(dimethylamino)-3-fluoropyridin-4-yl)thio)pyrazin-2-yl)methanol